N1=C(C=CC=C1)C1(CC1)NCCC(=O)N1CC2CCC(C1)N2C2=NC=C(C#N)C=C2 6-(3-(3-((1-(pyridin-2-yl)cyclopropyl)amino)propanoyl)-3,8-diazabicyclo[3.2.1]octan-8-yl)nicotinonitrile